FC=1C=C(C=CC1)N1N=CC2=C1CN(C2)C#N (3-fluorophenyl)-4,6-dihydropyrrolo[3,4-c]pyrazole-5(1H)-carbonitrile